COC(=O)C1=C(NC(=C1)C1=C2C(=NC=C1)N(C=C2)S(=O)(=O)C2=CC=CC=C2)C2=C(C(=C(C=C2)C)F)F Methyl-2-(2,3-difluoro-4-methylphenyl)-5-[1-(phenylsulfonyl)-1H-pyrrolo[2,3-b]pyridin-4-yl]-1H-pyrrole-3-carboxylate